NC1=C2CCCC2=CC=C1C1=CC(=NC=C1)OCCCCCCN1N=C(C=C1)S(=O)(=O)N 1-(6-((4-(4-amino-2,3-dihydro-1H-inden-5-yl)pyridin-2-yl)oxy)hexyl)-1H-pyrazole-3-sulfonamide